8-quinolinylacetic acid N1=CC=CC2=CC=CC(=C12)CC(=O)O